difluorochloroethyl methacrylate C(C(=C)C)(=O)OCC(Cl)(F)F